1-cyclopropyl-7-methoxy-benzimidazole-5-carboxylic acid C1(CC1)N1C=NC2=C1C(=CC(=C2)C(=O)O)OC